NC1=NC(=NC=C1C(F)(F)F)C=1C=C2C=CN(C(C2=CC1F)=O)CCC[C@H](COC(F)F)NC=1C=NNC(C1C(F)(F)F)=O (R)-6-(4-amino-5-(trifluoromethyl)pyrimidin-2-yl)-2-(5-(difluoromethoxy)-4-((6-oxo-5-(trifluoromethyl)-1,6-dihydropyridazin-4-yl)amino)pentyl)-7-fluoroisoquinolin-1(2H)-one